2-(4-(aminomethyl)phenyl)-N-((3R,4S)-3-fluoro-1-methylpiperidin-4-yl)-1-(2,2,2-trifluoroethyl)-1H-indol-4-amine NCC1=CC=C(C=C1)C=1N(C=2C=CC=C(C2C1)N[C@@H]1[C@@H](CN(CC1)C)F)CC(F)(F)F